(2S)-1-[2-[(3S)-3-[(7-fluoro-5-quinolyl)amino]pyrrolidin-1-yl]acetyl]pyrrolidine-2-carbonitrile FC1=CC(=C2C=CC=NC2=C1)N[C@@H]1CN(CC1)CC(=O)N1[C@@H](CCC1)C#N